(3aR,6aR)-5-cyano-N-(2-fluoro-5-(trifluoromethyl)phenyl)hexahydropyrrolo[3,4-b]pyrrole-1(2H)-carboxamide C(#N)N1C[C@@H]2N(CC[C@@H]2C1)C(=O)NC1=C(C=CC(=C1)C(F)(F)F)F